(2S)-N-(2-amino-6,7-dihydro-5H-cyclopenta[b]pyridin-5-yl)-1-((R)-4-(4-fluorophenyl)piperazine-2-carbonyl)azetidine-2-carboxamide NC1=CC=C2C(=N1)CCC2NC(=O)[C@H]2N(CC2)C(=O)[C@@H]2NCCN(C2)C2=CC=C(C=C2)F